FC(C=1C=C(C=CC1)C=1C=C2C(=NC1)C=NN2CC2=CC=C(C=C2)C(F)(F)F)(F)F 6-[3-(Trifluoromethyl)phenyl]-1-[[4-(trifluoromethyl)phenyl]methyl]pyrazolo[4,3-b]pyridine